11-Bromo-9-methyl-2-(trifluoromethyl)isochromeno[4,3-b]chromen-7(5H)-one BrC=1C=C(C=C2C(C3=C(OC12)C1=CC(=CC=C1CO3)C(F)(F)F)=O)C